ethyl (S)-2'-oxo-1',2',5,7-tetrahydrospiro[cyclopenta[b]pyridine-6,3'-pyrrolo[2,3-b]pyridine]-3-carboxylate O=C1[C@@]2(C=3C(=NC=CC3)N1)CC=1C(=NC=C(C1)C(=O)OCC)C2